(E)-4-phenyl-N'-(pyridin-2-yl)but-3-enehydrazide C1(=CC=CC=C1)/C=C/CC(=O)NNC1=NC=CC=C1